ClC=1C=C(C=CC1Cl)CC(=O)N(C)[C@H](CN1CC=CC1)C(C)C 2-(3,4-dichlorophenyl)-N-[(2S)-1-(2,5-dihydropyrrol-1-yl)-3-methylbutan-2-yl]-N-methylacetamide